chloro-N-methyl-N-(2-((1-(trifluoromethyl)cyclopropyl)ethynyl)pyridin-4-yl)-[1,2,4]triazolo[4,3-a]quinazolin-5-amine ClC1=NN=C2N1C1=CC=CC=C1C(=N2)N(C2=CC(=NC=C2)C#CC2(CC2)C(F)(F)F)C